FC1(CCN(CC1)CCCNC(=O)N1CCN(CC1)C1=NC(=NO1)C1=CC=C(C=C1)OC)CC1=NC=CC=C1 N-(3-(4-fluoro-4-(pyridin-2-ylmethyl)piperidin-1-yl)propyl)-4-(3-(4-methoxyphenyl)-1,2,4-oxadiazol-5-yl)piperazine-1-carboxamide